5-aminoallyluracil NC=CCC=1C(NC(NC1)=O)=O